C(C=C)(=O)N1C[C@H](C[C@@H]1COC)N1N=C(C(=C1NC)C(=O)N)C#CC=1C=CC=2N(C1)C=CN2 1-((3s,5r)-1-propenoyl-5-(methoxymethyl)pyrrolidin-3-yl)-3-(imidazo[1,2-a]pyridin-6-ylethynyl)-5-(methylamino)-1H-pyrazole-4-carboxamide